(Z)-5-fluoro-2-methyl-1-((4-(methylsulfinyl)phenyl)methylene)-1H-indene-3-acetic acid FC=1C=C2C(=C(/C(/C2=CC1)=C/C1=CC=C(C=C1)S(=O)C)C)CC(=O)O